C(C)[C@H]1N(CCCC1)C=O ((R)-2-ethylpiperidin-1-yl)methanone